C(N)(=O)C1=CC(=C2C(=N1)C(=CN2C(=O)OC(C)(C)C)Cl)CN2C[C@H](CCC2)C tert-butyl (S)-5-carbamoyl-3-chloro-7-((3-methylpiperidin-1-yl) methyl)-1H-pyrrolo[3,2-b]pyridine-1-carboxylate